z-butyric acid C(CCC)(=O)O